Cl.C(CC)(=O)N propionamide hydrochloride